6-(5-hydroxypyridin-3-yl)-4-((1-phenylethyl)amino)quinoline-3-carbonitrile OC=1C=C(C=NC1)C=1C=C2C(=C(C=NC2=CC1)C#N)NC(C)C1=CC=CC=C1